C1(=CC=CC=C1)N(C(=O)NC=1C=C2C(=CNC2=CC1)C1=CCN2CCCCC2CC1)CCC N-phenyl-N-propyl-N'-(3-(1-azabicyclo[5.4.0]undec-3-en-4-yl)-1H-indol-5-yl)urea